[Si](C)(C)(C(C)(C)C)OCCN1C=C(C=CC1=O)OC1=C(C=C(C=C1Cl)NN=C(C(=O)NC([O-])=O)C#N)Cl (2-(2-(4-((1-(2-((tert-butyldimethylsilyl)oxy)ethyl)-6-oxo-1,6-dihydropyridin-3-yl)oxy)-3,5-dichlorophenyl)hydrazono)-2-cyanoacetyl)carbamate